di-(cumyl)methylene(cyclopentadienyl)(2,7-diphenyl-3,6-di-tert-butylfluorenyl)zirconium dichloride [Cl-].[Cl-].C(C)(C)(C1=CC=CC=C1)C(=[Zr+2](C1=C(C(=CC=2C3=CC(=C(C=C3CC12)C1=CC=CC=C1)C(C)(C)C)C(C)(C)C)C1=CC=CC=C1)C1C=CC=C1)C(C)(C)C1=CC=CC=C1